2-oxaspiro[3.4]oct-5-en-6-yl trifluoromethanesulfonate FC(S(=O)(=O)OC1=CC2(COC2)CC1)(F)F